2-(1-Methyl-2-pentanoylisoindolin-5-yl)benzonitrile CC1N(CC2=CC(=CC=C12)C1=C(C#N)C=CC=C1)C(CCCC)=O